ClC(=C[C@H]1C([C@@H]1C(=O)O)(C)C)Cl (1R,3S)-3-[(E)-2,2-dichlorovinyl]-2,2-dimethylcyclopropanecarboxylic acid